ClC=1C=C(C=CC1OC(C)C)C1=NC(=NO1)N1CCCC2=CC(=CC=C12)C=O (5-(3-chloro-4-isopropoxyphenyl)-1,2,4-oxadiazol-3-yl)-1,2,3,4-tetrahydroquinoline-6-carbaldehyde